(2R,4R)-4-hydroxy-N-(3-[4-(5-methylpyridin-2-yl)-1H-pyrazol-1-yl]bicyclo[1.1.1]pentan-1-yl)-6-(trifluoromethyl)-3,4-dihydro-2H-1-benzopyran-2-carboxamide O[C@@H]1C[C@@H](OC2=C1C=C(C=C2)C(F)(F)F)C(=O)NC21CC(C2)(C1)N1N=CC(=C1)C1=NC=C(C=C1)C